C1(=CC=C(C=C1)C1=NC(=NC(=N1)C=1C=CC2=C(OC3=C2C=CC=C3)C1)C1=CC=C(C=C1)C=1C(=C(C(=C(C1)C1=CC=CC=C1)C1=CC=CC=C1)C1=CC=CC=C1)C1=CC=CC=C1)C1=CC=CC=C1 2-([1,1'-biphenyl]-4-yl)-4-(dibenzo[b,d]furan-3-yl)-6-(3',4',5'-triphenyl-[1,1':2',1''-terphenyl]-4-yl)-1,3,5-triazine